Dinatrium edetat C(N(CC(=O)[O-])CC(=O)O)CN(CC(=O)O)CC(=O)[O-].[Na+].[Na+]